FC(OC=1C=C(CCC2=C(OC(CC(C)OC)N(C)C)C=CC=C2)C=CC1)F (2-(3-(difluoromethoxy)phenethyl)phenoxy)-3-methoxy-N,N-dimethylbutan-1-amine